F[C@H]1CN(CC[C@H]1NC1=NN2C(C(=N1)OC)=C(C=C2)C=2C=CC1=C(N(N=N1)CCCF)C2)C N-((3S,4R)-3-fluoro-1-methylpiperidin-4-yl)-5-(1-(3-fluoropropyl)-1H-benzo[d][1,2,3]triazol-6-yl)-4-methoxypyrrolo[2,1-f][1,2,4]triazin-2-amine